CON(C(CCCCCCC(=O)OCC(CCCCCCCC)CCCCCCCC)=O)C 2-Octyldecyl 8-(Methoxy(Methyl)Amino)-8-Oxooctanoate